ClC1=C(N=C(NC1=O)C1=CC=NC=C1)N1C[C@@H](NCC1)CO 5-chloro-4-[(3R)-3-(hydroxymethyl)piperazin-1-yl]-2-(4-pyridinyl)-1H-pyrimidin-6-one